N-ethyl-1H-1,2,4-triazole C(C)N1N=CN=C1